CN(C(OC1=C(C=CC(=C1)OC)C(C)=O)=O)C 2-acetyl-5-methoxyphenyl dimethylcarbamate